5-bromo-1-(4-vinylbenzyl)-1H-tetrazole BrC1=NN=NN1CC1=CC=C(C=C1)C=C